(rac)-5-[5',6'-dihydrospiro[pyrrolidine-3,4'-pyrrolo[1,2-b]pyrazol]-2'-yl]-3-[(2-fluorophenyl)methoxy]pyridin-2-amine-hydrochloride salt Cl.N=1N2C(=CC1C=1C=C(C(=NC1)N)OCC1=C(C=CC=C1)F)[C@]1(CC2)CNCC1 |r|